tert-butyl 1-((3ar,5s,6as)-5-(3-(pyrimidin-4-yl) phenoxy) octahydrocyclopenta[c]pyrrole-2-carbonyl)-1H-pyrazole-3-carboxylate N1=CN=C(C=C1)C=1C=C(OC2C[C@@H]3[C@@H](CN(C3)C(=O)N3N=C(C=C3)C(=O)OC(C)(C)C)C2)C=CC1